2,2,2-trichloroethyl (3,3-dimethyl-1,2,3,5,6,7-hexahydrodicyclopenta[b,e]-pyridin-8-yl)carbamate CC1(CCC=2C1=NC1=C(C2NC(OCC(Cl)(Cl)Cl)=O)CCC1)C